5-((5-(4-(aminomethyl)-4-methylpiperidin-1-yl)pyrazin-2-yl)thio)-7-chlorobenzo[c][1,2]oxaborol-1(3H)-ol NCC1(CCN(CC1)C=1N=CC(=NC1)SC1=CC2=C(B(OC2)O)C(=C1)Cl)C